5-chloro-2-[[6-chloro-3-(2,5-dihydrofuran-3-yl)-4-quinolinyl]amino]benzoic acid ClC=1C=CC(=C(C(=O)O)C1)NC1=C(C=NC2=CC=C(C=C12)Cl)C=1COCC1